O[C@]1(C[C@@H](CCC1)NC=1N=NC(=C2C1C=NC=C2)C2=C(C=C(C=C2)C(F)(F)F)O)C 2-[4-[[(1R,3R)-3-hydroxy-3-methyl-cyclohexyl]amino]pyrido[3,4-d]pyridazin-1-yl]-5-(trifluoromethyl)phenol